N-(((2R,3S)-1-cyclopropyl-4-(6-(6-(difluoromethyl)imidazo[1,2-b]pyridazin-3-yl)pyrimidin-4-yl)-3-methylpiperazin-2-yl)methyl)methanesulfonamide C1(CC1)N1[C@@H]([C@@H](N(CC1)C1=NC=NC(=C1)C1=CN=C2N1N=C(C=C2)C(F)F)C)CNS(=O)(=O)C